OC1=C(C=C(C=C1)C1(CCCCC1)C1=CC(=C(C=C1)O)C(CC)C)C(CC)C 1,1-bis(4-hydroxy-3-(1-methylpropyl)phenyl)cyclohexane